C1(CC1)C1=CC(=C(C=C1)NC1=CC(=NC=C1C(=O)NOCC)NC1=NC(=CC=C1)C)N(S(=O)(=O)C)C 4-((4-Cyclopropyl-2-(N-methylmethanesulfonamido)phenyl)amino)-N-ethoxy-6-((6-methylpyridin-2-yl)amino)Nicotinamide